ClC1=CC=C2C(=CNC2=C1C1=NC=CC=N1)S(=O)(=O)NC1=NC=C(C(=N1)OC)OCCF 6-chloro-N-[5-(2-fluoroethoxy)-4-methoxy-pyrimidin-2-yl]-7-(2-pyrimidyl)-1H-indole-3-sulfonamide